N-(2'-aminoethyl)isoquinoline-8-sulfonamide hydrochloride Cl.NCCNS(=O)(=O)C=1C=CC=C2C=CN=CC12